C(C)(C)(C)OC(=O)NCCCN1[NH+]=CC=C1 1-(3-((tert-butoxy-carbonyl)amino)propyl)-1H-pyrazol-2-ium